8-aminopyrene-1,3,6-trisulfonate NC=1C=C(C=2C=CC3=C(C=C(C=4C=CC1C2C43)S(=O)(=O)[O-])S(=O)(=O)[O-])S(=O)(=O)[O-]